FC=1C=CC2=C(C(=C(O2)[C@H](C(C)C)NC(=O)NC2=CC(=CC=C2)SC)C)C1 (S)-1-(1-(5-fluoro-3-methylbenzofuran-2-yl)-2-methylpropyl)-3-(3-(methylthio)phenyl)urea